FC(C1=NN=C(O1)C1=CC=2N(C=C1)C=C(N2)CN(C(=O)N2CCN(CC2)C(C(F)(F)F)=O)C2=CC=CC=C2)F N-((7-(5-(difluoromethyl)-1,3,4-oxadiazol-2-yl)imidazo[1,2-a]pyridin-2-yl)methyl)-N-phenyl-4-(2,2,2-trifluoroacetyl)piperazine-1-carboxamide